CC=1[NH+](C=CC1)C methyl-methylpyrrolium